4-phenyl-4,11-dihydro-5H-3,4,10,11-tetraazadibenzo[cd,h]azulen-5-one C1(=CC=CC=C1)N1C(C2=C3C(C=CC3=C3C(C=C2)=CC=NN3)=N1)=O